ClC1=NC=CC=C1B1OC(C(O1)(C)C)(C)C 2-chloro-3-(4,4,5,5-tetramethyl-1,3,2-dioxaborolan-2-yl)pyridine